C(#N)C1=CC(=CC=2N=C(OC21)C=2C(=C(C=CC2)C2=C(C(=CC=C2)NC=2N=CC=C1C=C(C=NC21)CN2C[C@H](CC2)O)C)C)CN2[C@@H](CCCC2)C(=O)O (S)-1-((7-cyano-2-(3'-(3-(((S)-3-hydroxypyrrolidin-1-yl)methyl)-1,7-naphthyridin-8-ylamino)-2,2'-dimethylbiphenyl-3-yl)benzo[d]oxazol-5-yl)methyl)piperidine-2-carboxylic acid